N-benzyl-3-(6-chlorofuro[3,2-b]pyridin-3-yl)benzenesulfonamide C(C1=CC=CC=C1)NS(=O)(=O)C1=CC(=CC=C1)C1=COC=2C1=NC=C(C2)Cl